2,8-dimethyl-6-[2-(4-piperidinyl)indazol-5-yl]imidazo[1,2-b]pyridazine CC=1N=C2N(N=C(C=C2C)C2=CC3=CN(N=C3C=C2)C2CCNCC2)C1